tert-butyl 2-(((R)-1-(2-((3R,5S)-3,5-dimethylpiperidin-1-yl)-7-methyl-4-oxo-4H-pyrido[1,2-a]pyrimidin-9-yl)ethyl)amino)benzoate C[C@H]1CN(C[C@H](C1)C)C=1N=C2N(C(C1)=O)C=C(C=C2[C@@H](C)NC2=C(C(=O)OC(C)(C)C)C=CC=C2)C